OC1=CC=C(C=C1)C(=C(C1=CC=CC=C1)C1=CC=CC=C1)C1=CC=CC=C1 1-(4-hydroxyphenyl)-1,2,2-triphenylethylene